Cl.CNC1(CC1)C1=CC=NO1 N-methyl-1-(1,2-oxazol-5-yl)cyclopropan-1-amine hydrochloride